5-(4-bromo-2-fluorophenoxy)-4-methylthiazole BrC1=CC(=C(OC2=C(N=CS2)C)C=C1)F